3-(3,5-diiodo-4-hydroxy-phenyl)propionic acid IC=1C=C(C=C(C1O)I)CCC(=O)O